C(C)(=O)N1CCN(CC1)C1=C(C=C(C(=C1)OC)NC1=NC=NC(=C1)N1OCC[C@@H]1C=1C=C(C=CC1)C1=CC(=CC=C1)F)NC(C=C)=O (R)-N-(2-(4-acetyl-piperazin-1-yl)-5-((6-(3-(3'-fluoro-[1,1'-biphenyl]-3-yl)isoxazolidin-2-yl)pyrimidin-4-yl)-amino)-4-methoxy-phenyl)acrylamide